(S)-1-[(S)-1-(2,3-dihydro-benzo[1,4]dioxin-2-yl)methyl]-3-(2-fluoro-ethoxymethyl)-3-methyl-piperidine hydrochloride Cl.O1[C@H](COC2=C1C=CC=C2)CN2C[C@@](CCC2)(C)COCCF